(+/-)-6-{[(trans,trans)-4-(1-Acetylpiperidin-4-yl)-2-methylpiperidin-3-yl]methoxy}-2,3-dihydro-1H-isoindol-1-one C(C)(=O)N1CCC(CC1)C1C(C(NCC1)C)COC1=CC=C2CNC(C2=C1)=O